3-(2,3-dihydro-1,4-benzodioxin-6-ylmethyl)-4-methylbenzene O1CCOC2=C1C=CC(=C2)CC=2C=CC=CC2C